tert-butyl (1S,2R,5R)-3-(5-bromo-7-chloro-8-fluoro-2-(((2R,7aS)-2-fluorotetrahydro-1H-pyrrolizin-7a(5H)-yl)methoxy)quinazolin-4-yl)-2-vinyl-3,8-diazabicyclo[3.2.1]octane-8-carboxylate BrC1=C2C(=NC(=NC2=C(C(=C1)Cl)F)OC[C@]12CCCN2C[C@@H](C1)F)N1[C@@H]([C@@H]2CC[C@H](C1)N2C(=O)OC(C)(C)C)C=C